1-(4-benzyl-3-oxo-3,4-dihydro-2H-benzo[b][1,4]thiazin-6-yl)-3-(5-(1-(2-hydroxypropyl)-1H-pyrazol-4-yl)-1H-indol-3-yl)urea C(C1=CC=CC=C1)N1C2=C(SCC1=O)C=CC(=C2)NC(=O)NC2=CNC1=CC=C(C=C21)C=2C=NN(C2)CC(C)O